C1(CC1)C1=CN=C(O1)C1CC(CC1)C1=CC(=NN1)N 5-(3-(5-cyclopropyloxazol-2-yl)cyclopentyl)-1H-pyrazol-3-amine